N-(1-(4-chlorophenyl)-2,2-difluoroethyl)-5-cyano-N-methylpyridine-3-sulfonamide ClC1=CC=C(C=C1)C(C(F)F)N(S(=O)(=O)C=1C=NC=C(C1)C#N)C